6-[3-(aminomethyl)phenyl]-N-(1-methyl-4-piperidyl)-1-(2,2,2-trifluoroethyl)indol-4-amine NCC=1C=C(C=CC1)C=1C=C(C=2C=CN(C2C1)CC(F)(F)F)NC1CCN(CC1)C